COC(C(C)(C)C1=CC(=C(C=N1)B(O)O)C)=O 6-(1-methoxy-2-methyl-1-oxopropan-2-yl)-4-methylpyridin-3-ylboronic acid